Octafluorobuten FC(C(C(=C(F)F)F)(F)F)(F)F